(S)-3-(3-chloro-4-fluorophenyl)-1-(1-(6,7-difluoro-1-oxo-1,2-dihydroisoquinolin-4-yl)ethyl)-1-(methyl)urea ClC=1C=C(C=CC1F)NC(N(C)[C@@H](C)C1=CNC(C2=CC(=C(C=C12)F)F)=O)=O